7-bromo-6-((3-methoxy-2,6-dimethylphenyl)amino)-1-methyl-1H-pyrido[2,3-b][1,4]oxazin-2(3H)-one BrC1=CC2=C(OCC(N2C)=O)N=C1NC1=C(C(=CC=C1C)OC)C